C(C)OC(\C=C(\CCC(CCCCCCCCCC)Br)/C)=O (E)-6-bromo-3-methylhexadec-2-enoic acid ethyl ester